NC1=NC(=C(C=C1C=1C=C2C(=CNC(C2=CC1)=O)C)C1=CC=C(C=C1)C1CCOCC1)F 6-(2-amino-6-fluoro-5-(4-(tetrahydro-2H-pyran-4-yl)phenyl)pyridin-3-yl)-4-methylisoquinolin-1(2H)-one